(6-(3-(4-carbamoylbenzyl)ureido)spiro[3.3]hept-2-yl)carbamic acid tert-butyl ester C(C)(C)(C)OC(NC1CC2(C1)CC(C2)NC(=O)NCC2=CC=C(C=C2)C(N)=O)=O